(4-bromo-2-methoxybenzoyl)nicotinic acid BrC1=CC(=C(C(=O)C2=C(C(=O)O)C=CC=N2)C=C1)OC